6'-(((1S,3S)-3-aminocyclopentyl)amino)-2H-[1,3'-bipyridinyl]-2-one N[C@@H]1C[C@H](CC1)NC1=CC=C(C=N1)N1C(C=CC=C1)=O